CN1C[C@@H](OCC1)COC=1C=C(C(=O)N)C=C(C1)C=1SC(=CN1)C 3-{[(2R)-4-methylmorpholin-2-yl]methoxy}-5-(5-methyl-1,3-thiazol-2-yl)benzamide